(1,3-dimethylindenyl)zirconium dichloride [Cl-].[Cl-].CC1C(=C(C2=CC=CC=C12)C)[Zr+2]